6-(amino)methyl-1,4-diazepine triacetate C(C)(=O)O.C(C)(=O)O.C(C)(=O)O.NCC=1C=NC=CNC1